O=C1N(CCOC1)C1C(=NN(C1)C(=O)Cl)C1=CC=C(C=C1)C 4-(3-oxomorpholin-4-yl)-3-(4-methylphenyl)-4,5-dihydro-1H-pyrazole-1-carboxylic acid chloride